CC(CC[Mg]Br)(C)O[Si](C)(C)C 3-methyl-3-(trimethylsiloxy)butyl-magnesium bromide